ClC=1C=C(C(=NC1)C)S(=O)(=O)NC1=C(C(=C(C=C1)F)C#CC=1C=C2C(=NC1)NN=C2)F 5-chloro-N-(2,4-difluoro-3-(1H-pyrazolo[3,4-b]pyridin-5-ylethynyl)phenyl)-2-methylpyridine-3-sulfonamide